NC=1C(=C(C=CC1)C1=C(C(=CC=C1)C1=CC=C(C(=N1)OC)CN(C)CC1CCC(CC1)C(=O)OC)Cl)Cl methyl (1r,4r)-4-((((6-(3'-amino-2,2'-dichloro-[1,1'-biphenyl]-3-yl)-2-methoxypyridin-3-yl)methyl)(methyl)amino)methyl)cyclohexane-1-carboxylate